phosphoglycerol magnesium [Mg].P(=O)(O)(O)OCC(O)CO